(S)-5-(pyrazin-2-yl)-2-((1R,3S)-3-(3-(trifluoromethyl)phenoxy)cyclobutyl)-2,5,6,7-tetrahydro-3H-pyrrolo[2,1-c][1,2,4]triazol-3-one N1=C(C=NC=C1)[C@@H]1CCC2=NN(C(N21)=O)C2CC(C2)OC2=CC(=CC=C2)C(F)(F)F